5-fluoro-1-[[4-fluoro-3-[4-[4-[[2-(2-hydroxyethyl)-3-oxo-1-(2-pyridyl)pyrazolo[3,4-d]pyrimidin-6-yl]amino]phenyl]piperazine-1-carbonyl]phenyl]methyl]quinazoline-2,4-dione FC1=C2C(NC(N(C2=CC=C1)CC1=CC(=C(C=C1)F)C(=O)N1CCN(CC1)C1=CC=C(C=C1)NC1=NC=C2C(=N1)N(N(C2=O)CCO)C2=NC=CC=C2)=O)=O